3'-Tritylamino-3'-deoxythymidine C(C1=CC=CC=C1)(C1=CC=CC=C1)(C1=CC=CC=C1)N[C@H]1C[C@@H](O[C@@H]1CO)N1C(=O)NC(=O)C(C)=C1